C(C)C1(CCC1)CNC=1N=CC2=C(N(C(C=3C=C(C=CC23)CN2CCN(CC2)C)=O)[C@@H]2CC[C@H](CC2)O)N1 trans-3-(((1-Ethylcyclobutyl)methyl)amino)-5-(4-hydroxycyclohexyl)-8-((4-methylpiperazin-1-yl)methyl)pyrimido[4,5-c]isoquinolin-6(5H)-one